C(C1CO1)(=O)OC1=CC=CC=C1 Phenyl glycidate